9-(4-((1-(3-fluoropropyl)azetidin-3-yl)methyl)phenyl)-8-mesityl-6,7-dihydro-5H-benzo[7]annulene-3-carboxylic acid FCCCN1CC(C1)CC1=CC=C(C=C1)C1=C(CCCC2=C1C=CC(=C2)C(=O)O)C2=C(C=C(C=C2C)C)C